TEREPHTHALIC ACID C(C1=CC=C(C(=O)O)C=C1)(=O)O